Tert-butyl (2R,3S)-3-azido-2-(((benzyloxy)carbonyl)amino)butanoate N(=[N+]=[N-])[C@H]([C@H](C(=O)OC(C)(C)C)NC(=O)OCC1=CC=CC=C1)C